FC1=C(N=C2N1C=CC=C2C2=C(C=CC=C2)OCC(F)(F)F)C(=O)N[C@@H]2CC[C@H](CC2)O 3-fluoro-N-(trans-4-hydroxycyclohexyl)-8-(2-(2,2,2-trifluoroethoxy)phenyl)imidazo[1,2-a]pyridine-2-carboxamide